benzyl (3S,4S)-3-((tert-butoxycarbonyl)amino)-4-hydroxypyrrolidine-1-carboxylate C(C)(C)(C)OC(=O)N[C@H]1CN(C[C@@H]1O)C(=O)OCC1=CC=CC=C1